CN(C)C1C2C1CNC2 N,N-dimethyl-3-azabicyclo[3.1.0]hexan-6-amine